BrC1=C(OC2CC(C2)N(CCN2CCN(CC2)C(=O)OC(C)(C)C)C)C=CC(=C1)C(=O)OC tert-butyl 4-[2-[[3-(2-bromo-4-methoxycarbonyl-phenoxy) cyclobutyl]-methyl-amino] ethyl]piperazine-1-carboxylate